C(=O)O.BrC1=C2C(CC2)=CC=C1 4-bromobenzocyclobutene format